6-(difluoromethyl)-5-fluoro-8-(4,4,5,5-tetramethyl-1,3,2-dioxaborolan-2-yl)-3,4-dihydroisoquinoline-2(1H)-carboxylic acid tert-butyl ester C(C)(C)(C)OC(=O)N1CC2=C(C=C(C(=C2CC1)F)C(F)F)B1OC(C(O1)(C)C)(C)C